4-(2-{2-[3-(2-aminoethyl)imidazo[1,2-a]pyridin-6-yl]-5-fluorophenoxy}ethyl)-1,5-dimethyl-1H-pyrazole-3-carboxamide NCCC1=CN=C2N1C=C(C=C2)C2=C(OCCC=1C(=NN(C1C)C)C(=O)N)C=C(C=C2)F